5-(1-(cyclopropylmethyl)-1,6-dihydroimidazo[4,5-d]pyrrolo[2,3-b]pyridin-2-yl)furan-2-carbaldehyde C1(CC1)CN1C(=NC=2C1=C1C(=NC2)NC=C1)C1=CC=C(O1)C=O